2-amino-6-borono-2-(1-(4,4-dimethylcyclohexyl)piperidin-4-yl)hexanoic acid NC(C(=O)O)(CCCCB(O)O)C1CCN(CC1)C1CCC(CC1)(C)C